ClC1=C(C=C(C=C1C(F)(F)F)C1=NNC=N1)C(F)(F)F 3-(4-chloro-3,5-bis(trifluoromethyl)phenyl)-1H-1,2,4-triazole